ClC=1C=C(C=CC1)S(=O)(=O)N1C2=C(OCC1)C(=CN=C2)C2=CC=C(C#N)C=C2 4-(4-((3-chlorophenyl)sulfonyl)-3,4-dihydro-2H-pyrido[4,3-b][1,4]oxazin-8-yl)benzonitrile